C(C)(C)P(C1=C(C=CC=C1)[S-])C(C)C.[Co+2].C(C)(C)P(C(C)C)C1=C(C=CC=C1)[S-] cobalt 2-(diisopropylphosphanyl)benzenethiolate